2-[2-(4,5-dichloro-6-oxo-pyridazin-1-yl)ethyl]-N,N,6-trimethyl-1,3-benzoxazole-5-sulfonamide ClC=1C=NN(C(C1Cl)=O)CCC=1OC2=C(N1)C=C(C(=C2)C)S(=O)(=O)N(C)C